C(\C=C\C1=CC(O)=C(O)C=C1)(=O)[O-] 3-cis-caffeate